tert-butyl (trans-4-((5-bromopyrazin-2-yl)amino)cyclohexyl)carbamate BrC=1N=CC(=NC1)N[C@@H]1CC[C@H](CC1)NC(OC(C)(C)C)=O